ClC1=C(C=CC=C1OC)C=1C(=C(NC1)C(=O)OC)C Methyl 4-(2-chloro-3-methoxyphenyl)-3-methyl-1H-pyrrole-2-carboxylate